5-(5-(3-benzyl-1-((1-(difluoromethyl)-1H-pyrazol-4-yl)sulfonyl)pyrrolidin-3-yl)-6-methyl-1H-indazol-1-yl)-1-methylpyridin-2(1H)-one C(C1=CC=CC=C1)C1(CN(CC1)S(=O)(=O)C=1C=NN(C1)C(F)F)C=1C=C2C=NN(C2=CC1C)C=1C=CC(N(C1)C)=O